CN(CCCCCC(=O)OCCCCCCCCCCC)C undecyl 6-(dimethylamino)hexanoate